OC(CC1=CC=C(C=C1)C(=C)C)(C)C 2-hydroxy-2-methyl-1-[4-(1-methylvinyl)phenyl]propane